ClC(OC1=CC=C(C=C1)NC(=O)C1=CC(=C2C3(C(NC2=C1)=O)CC(C(C3)O)O)C3=CC=NN3)(F)F N-(4-(chlorodifluoromethoxy)phenyl)-3,4-dihydroxy-2'-oxo-4'-(1H-pyrazol-5-yl)spiro[cyclopentane-1,3'-indoline]-6'-carboxamide